C1(CCCCC1)[C@]1(OCC2=CC(=CC=C2[C@H]1C1=CC=C(C=C1)N1CCC(CC1)C(OC)OC)O)C (3R,4R)-3-cyclohexyl-4-(4-(4-(dimethoxymethyl)piperidin-1-yl)phenyl)-3-methylisochroman-7-ol